C(C)(C)(C)C=1C=C(C=C(C1O)C(C)(C)C)CCC(=O)O.C methane 3-(3,5-di-tert-butyl-4-hydroxy-phenyl)propionate